5-(trifluoromethyl)pyrazin-2-amine FC(C=1N=CC(=NC1)N)(F)F